3-aminopropyl-(diethoxysilane) NCCC[SiH](OCC)OCC